2-cyclohexyl-2-(3,3-diphenylpropyl)-1,3-diallyloxypropane C1(CCCCC1)C(COCC=C)(COCC=C)CCC(C1=CC=CC=C1)C1=CC=CC=C1